ClC=1C=CC=C2N=CC(=NC12)C(Br)Br 8-chloro-2-(dibromomethyl)quinoxaline